7-methoxy-6-(3-methoxypropoxy)quinazolin COC1=C(C=C2C=NC=NC2=C1)OCCCOC